S1C(=CC=C1)CCNC1=C(C2=C(C(C=3C(=CC4=C(OCO4)C3)OC2)=O)C=C1)F 8-((2-(thiophen-2-yl)ethyl)amino)-7-fluoro[2]benzoxepino[3,4-f]-1,3-benzodioxol-11(6H)-one